4-[4-[(4-methoxyphenyl)methoxy]-1,3-benzoxazol-2-yl]-N1-methyl-2,7-naphthyridine-1,6-diamine COC1=CC=C(C=C1)COC1=CC=CC2=C1N=C(O2)C2=CN=C(C1=CN=C(C=C21)N)NC